3-(trifluoromethyl)quinoxaline-2-carboxylic acid FC(C=1C(=NC2=CC=CC=C2N1)C(=O)O)(F)F